C(C)(C)(C)C=1C=C(C=CC1)[C@H]1CC2(CNC2)CC1 |r| (rac)-6-(3-(tert-butyl)phenyl)-2-azaspiro[3.4]Octane